C(C)(=O)O[C@@H]1C[C@@H](CC[C@H]1Br)[N-]C(=O)OC(C)(C)C (1R,3R,4R)-3-(acetoxy)-4-bromo-cyclohexyl-tert-butoxycarbonylamide